N(=[N+]=[N-])[C@H]1CC[C@@]2(C3CC[C@@]4(C(=CCC4C3CC=C2C1)N1N=NC=C1)C)C 1-((3S,10R,13S)-3-azido-10,13-dimethyl-2,3,4,7,8,9,10,11,12,13,14,15-dodecahydro-1H-cyclopenta[a]phenanthren-17-yl)-1H-1,2,3-triazole